3,6-dipropyl-9H-carbazole C(CC)C=1C=CC=2NC3=CC=C(C=C3C2C1)CCC